FC=1C(=C(C(=O)OC)C=CC1)I Methyl 3-fluoro-2-iodobenzoate